1-(Allyloxy)-2-methyl-1-oxopropan-2-yl-5-amino-2-bromo-4-fluorobenzoat C(C=C)OC(C(C)(C)OC(C1=C(C=C(C(=C1)N)F)Br)=O)=O